[Si](C)(C)(C(C)(C)C)OCC=1C=C(C=CC1B1OCC(CO1)(C)C)NC1=NC=C(C(=N1)N[C@@H]1COCC[C@H]1C#N)C (trans)-3-((2-((3-(((tert-butyldimethylsilyl)oxy)methyl)-4-(5,5-dimethyl-1,3,2-dioxaborinan-2-yl)phenyl)amino)-5-methylpyrimidin-4-yl)amino)tetrahydro-2H-pyran-4-carbonitrile